COC(=O)C1=CNC=C(C1C1=CC=CC=C1)C(=O)OC Dimethyl-4-phenyl-1,4-dihydropyridine-3,5-dicarboxylate